O.O.C(=O)(O)[C@H](O)[C@@H](O)C(=O)O.C(=O)(O)[C@H](O)[C@@H](O)C(=O)O.N1=CC=CC(=C1)C1N(C)CCC1 nicotine di-L-(+)-tartrate dihydrate